perfluoro-2,2-dimethyl-1,3-dioxin FC1(OC(OC(=C1F)F)(C(F)(F)F)C(F)(F)F)F